3-chloro-4,5,6,7-tetrahydro-2-benzothiophen-5-amine hydrochloride Cl.ClC=1SC=C2C1CC(CC2)N